C(=O)C(C(C(C(C(=O)O)O)O)O)O Hexuronic acid